7-((6-chloroimidazo[1,2-b]pyridazin-3-yl)amino)-3-(cyclopentyloxy)-N-(4-((4-methylpiperazin-1-yl)methyl)-3-(trifluoromethyl)phenyl)-2-naphthamide ClC=1C=CC=2N(N1)C(=CN2)NC2=CC=C1C=C(C(=CC1=C2)C(=O)NC2=CC(=C(C=C2)CN2CCN(CC2)C)C(F)(F)F)OC2CCCC2